Methyl 4-[(1S)-1-[[1-[(3R)-3-(3-chlorophenoxy)pyrrolidin-1-yl]cyclohexane-1-carbonyl]amino]ethyl]benzoate ClC=1C=C(O[C@H]2CN(CC2)C2(CCCCC2)C(=O)N[C@@H](C)C2=CC=C(C(=O)OC)C=C2)C=CC1